ClC1=NC=C(C(=N1)OC)N 2-chloro-4-methoxypyrimidin-5-amine